[Cl-].C1(=CC=CC=C1)NC(=O)C[N+](CC(NC1=CC=CC=C1)=O)(C)C N,N-bis(phenylcarbamoylmethyl)dimethylammonium chloride